[1,3-bis(2,6-diisopropylphenyl)imidazol-2-ylidene]chloropalladium (II) C(C)(C)C1=C(C(=CC=C1)C(C)C)N1C(N(C=C1)C1=C(C=CC=C1C(C)C)C(C)C)=[Pd-]Cl